FC(C(C1=CC=CC=C1)(O)C1=NNC(=N1)C=1C=C(OC2=C(C=3C=CNC3C=C2)C(=O)O)C=CC1)(F)F 5-(3-(3-(2,2,2-Trifluoro-1-hydroxy-1-phenylethyl)-1H-1,2,4-triazol-5-yl)phenoxy)-1H-indole-4-carboxylic acid